6-(8-fluoro-2-methylimidazo[1,2-a]pyridin-6-yl)-4-methyl-2-(pyrrolidin-3-yl)isoquinolin-1(2H)-one FC=1C=2N(C=C(C1)C=1C=C3C(=CN(C(C3=CC1)=O)C1CNCC1)C)C=C(N2)C